ClC1=CC=C(C=C1)C=1N=C2N(C=CC=N2)C1CN1CC2CCC(C1)N2C(=O)NC2=CC(=CC=C2)F 3-{[2-(4-chlorophenyl)imidazo[1,2-a]pyrimidin-3-yl]methyl}-N-(3-fluorophenyl)-3,8-diazabicyclo[3.2.1]octane-8-carboxamide